2-(2-isopropylphenyl)-9-(4-(5-methylthiazol-4-yl)benzyl)-7,9-dihydro-8H-purin-8-one C(C)(C)C1=C(C=CC=C1)C1=NC=C2NC(N(C2=N1)CC1=CC=C(C=C1)C=1N=CSC1C)=O